benzylmercaptothiocarbonylpropionic acid C(C1=CC=CC=C1)SC(=S)C(C(=O)O)C